C(C)(C)(C)OC(=O)N1CCN(CC1)CC1=CC(=C(C=C1)NC(=O)C=1N=C(OC1)N1CCOCC1)N1CCC(CC1)C(N)=O 4-(3-(4-carbamoylpiperidin-1-yl)-4-(2-morpholinooxazole-4-carboxamido)benzyl)piperazine-1-carboxylic acid tert-butyl ester